bromo-4-iodobromomethylbenzene BrC1=C(C=CC(=C1)I)CBr